1,3-dimethylphenyl-4,4'-methylenebis[2-[(2,4-dihydroxyphenyl)methyl]-6-methylphenol] CC1(CC(=CC=C1)C)C(C1=CC(=C(C(=C1)C)O)CC1=C(C=C(C=C1)O)O)C1=CC(=C(C(=C1)C)O)CC1=C(C=C(C=C1)O)O